2-benzhydryl-1,3-dioxolane C(C1=CC=CC=C1)(C1=CC=CC=C1)C1OCCO1